COC(=O)C=1C(C(=C(OC1C)N)C#N)C=1SC(=CC1)[N+](=O)[O-] 2-amino-3-cyano-4-(5-nitro-2-thienyl)-6-methyl-4H-pyran-5-carboxylic acid methyl ester